2-(6-(((R)-1-(3-(difluoromethyl)-2-fluorophenyl)ethyl)amino)-5-(1,3-dioxolane-2-yl)-2-methoxypyrimidin-4-yl)-N-(1-methylcyclopropyl)propionamide FC(C=1C(=C(C=CC1)[C@@H](C)NC1=C(C(=NC(=N1)OC)C(C(=O)NC1(CC1)C)C)C1OCCO1)F)F